copper-zinc nitrate [N+](=O)([O-])[O-].[Zn+2].[Cu+2].[N+](=O)([O-])[O-].[N+](=O)([O-])[O-].[N+](=O)([O-])[O-]